(3-chloro-4-(4-(2-(3-hydroxyoxetan-3-yl)pyridin-4-yl)thiophen-2-yl)phenyl)(4-hydroxypiperidin-1-yl)methanone ClC=1C=C(C=CC1C=1SC=C(C1)C1=CC(=NC=C1)C1(COC1)O)C(=O)N1CCC(CC1)O